CC1=C(OC(C(=O)OC)C)C(=CC=C1)C methyl 2-(2,6-dimethylphenoxy)propanoate